C(CC\C=C/C)OC(CCCCCCCC=C)=O (Z)-hex-4-en-1-yldec-9-enoate